(R)-5-bromo-7-iodo-2-methyl-2,3-dihydro-[1,4]dioxino[2,3-c]pyridine BrC1=NC(=CC2=C1OC[C@H](O2)C)I